2,2-difluoropropan-1-amine FC(CN)(C)F